ClC1=CC(=NC(=N1)C(F)(F)F)N1CC(C12COC2)N2CCN(CC2)C(=O)OCC2=CC=CC=C2 benzyl 4-(1-(6-chloro-2-(trifluoromethyl)pyrimidin-4-yl)-6-oxa-1-azaspiro[3.3]heptan-3-yl)piperazine-1-carboxylate